NC1CCN(CC1)C1=NC(=C2N=CN(C2=N1)C(C)C)NCC1=C(C=CC=C1)C1CCC(CC1)O 4-[2-({[2-(4-aminopiperidin-1-yl)-9-isopropylpurin-6-yl]amino}methyl)phenyl]cyclohexan-1-ol